[N+](=O)([O-])OCCC(C1=CC=CC=C1)C1=C(NC2=CC=CC=C12)C1=CC=C(C=C1)B(O)O (4-(3-(3-(nitrooxy)-1-phenylpropyl)-1H-indol-2-yl)phenyl)boronic acid